(2S)-2-(4-bromophenoxy)(2-2H)butanoic acid BrC1=CC=C(O[C@](C(=O)O)(CC)[2H])C=C1